p-vinyl-salicylic acid C(=C)C=1C=C(C(C(=O)O)=CC1)O